bis(1,2,2,6,6-pentamethyl-4-piperidyl) 2-(3,5-di-tert-butyl-4-hydroxybenzyl)-2-butylmalonate C(C)(C)(C)C=1C=C(CC(C(=O)OC2CC(N(C(C2)(C)C)C)(C)C)(C(=O)OC2CC(N(C(C2)(C)C)C)(C)C)CCCC)C=C(C1O)C(C)(C)C